Cl.Cl.NC(C(=O)NCCN1CCCC1)(C)C 2-amino-2-methyl-N-(2-pyrrolidin-1-ylethyl)propionamide dihydrochloride